1-{3-amino-6-[3-cyano-4-(4-methyl-1,4-diazepan-1-yl)phenyl]pyrazin-2-yl}pyrazole-4-carboxamide NC=1C(=NC(=CN1)C1=CC(=C(C=C1)N1CCN(CCC1)C)C#N)N1N=CC(=C1)C(=O)N